(1R,3S)-3-Amino-N-((S)-1-(5-(((R)-1,1-dimethyl-2,3-dihydro-1H-inden-2-yl)amino)pyridin-2-yl)-2,2,2-trifluoroethyl)-N-methylcyclopentane-1-carboxamide dihydrochloride Cl.Cl.N[C@@H]1C[C@@H](CC1)C(=O)N(C)[C@H](C(F)(F)F)C1=NC=C(C=C1)N[C@H]1C(C2=CC=CC=C2C1)(C)C